NCC(C)(O)C1=CC=C(C=C1)C1=C(C=C(C#N)C=C1)OC1=NC(=NC(=C1)N1CCOCC1)C 4-[4-(1-amino-2-hydroxypropan-2-yl)phenyl]-3-(2-methyl-6-morpholin-4-ylpyrimidin-4-yl)oxybenzonitrile